[N-](S(=O)(=O)C(F)(F)F)S(=O)(=O)C(F)(F)F.C(CCCCC)[N+](C)(C)C hexyltrimethylammonium bis(trifluoromethanesulfonyl)imide salt